2-hydroxypentane-2,4-dienoic acid OC(C(=O)O)=CC=C